4-bromo-N,N-bis(4-methoxybenzyl)pyridin-2-amine BrC1=CC(=NC=C1)N(CC1=CC=C(C=C1)OC)CC1=CC=C(C=C1)OC